N1(CCCCC1)CCCNC=1C(=CC=CC1)N N1-(3-(piperidin-1-yl)propyl)benzene-1,2-diamine